2-(2,6-dioxopiperidin-3-yl)-5-(4-((1-(2-(4-(1,2-diphenylbut-1-en-1-yl)phenoxy)ethyl)piperidin-4-yl)methyl)piperazin-1-yl-2,2,3,3,5,5,6,6-d8)-4,6-difluoroisoindoline-1,3-dione O=C1NC(CCC1N1C(C2=CC(=C(C(=C2C1=O)F)N1C(C(N(C(C1([2H])[2H])([2H])[2H])CC1CCN(CC1)CCOC1=CC=C(C=C1)C(=C(CC)C1=CC=CC=C1)C1=CC=CC=C1)([2H])[2H])([2H])[2H])F)=O)=O